FC1=C(C(=CC(=C1)F)OC)N1N=CC=2C1=NC=NC2O 1-(2,4-difluoro-6-methoxy-phenyl)pyrazolo[3,4-d]pyrimidin-4-ol